(2-chloro-4-fluoro-phenyl)-[8-(2,3-dihydrobenzofuran-7-yl)-3,8-diazabicyclo[3.2.1]octan-3-yl]methanone ClC1=C(C=CC(=C1)F)C(=O)N1CC2CCC(C1)N2C2=CC=CC=1CCOC12